3-(2,3,3a,4,5,9b-hexahydro-1H-benzo[g]indol-1-yl)-3-oxopropionitrile N1(CCC2CCC3=C(C12)C=CC=C3)C(CC#N)=O